C1(CC1)C=1N(C=CN1)C=1C=C(C=CC1)O 3-(2-cyclopropyl-1H-imidazol-1-yl)phenol